(Z)-5-((1H-pyrrolo[3,2-b]pyridin-3-yl)methylene)-3-methyl-2-thioxothiazolidin-4-one N1C=C(C2=NC=CC=C21)\C=C/2\C(N(C(S2)=S)C)=O